C(#N)C=1C=C(C=CC1F)NC(=O)N1CC=2C(=NN3C2C(C[C@](CC3)(CO)O)(F)F)C[C@H]1C |o1:21| (3R,9R*)-N-(3-Cyano-4-fluorophenyl)-11,11-difluoro-9-hydroxy-9-(hydroxymethyl)-3-methyl-3,4,8,9,10,11-hexahydro-1H-pyrido[4',3':3,4]pyrazolo[1,5-a]azepine-2(7H)-carboxamide